NC1=NC=NC2=C(C(=C(C=C12)N(C)C)C)C=1C(=C(C=CC1C)O)C (S)-3-(4-amino-6-(dimethylamino)-7-methylquinazolin-8-yl)-2,4-dimethylphenol